N1N=CC2=CC(=CC=C12)C=1OC2=C(C=C(C=C2C(C1)=O)C)C(C)NC1=C(C(=O)O)C=CC=C1 2-[1-[2-(1H-Indazol-5-yl)-6-methyl-4-oxo-chromen-8-yl]ethylamino]benzoic acid